2-hydroxy-6,7-dichloro-1,4-naphthoquinone OC=1C(C2=CC(=C(C=C2C(C1)=O)Cl)Cl)=O